trans-3-[(3,4-difluorobenzyl)oxy]-N-[2-fluoro-3-(5-fluoro-4-methyl-6-oxo-1,6-dihydropyrimidin-2-yl)-4-(trifluoromethyl)benzyl]cyclobutane-1-carboxamide FC=1C=C(CO[C@@H]2C[C@H](C2)C(=O)NCC2=C(C(=C(C=C2)C(F)(F)F)C=2NC(C(=C(N2)C)F)=O)F)C=CC1F